9-[5-(methyl-d3)-4-phenylpyridin-2-yl]-2-hydroxycarbazole C(C=1C(=CC(=NC1)N1C2=CC=CC=C2C=2C=CC(=CC12)O)C1=CC=CC=C1)([2H])([2H])[2H]